1-methyl-4-isopropyl-1-cyclohexen-8-ol CC1=CCC(CC1)C(C)(C)O